C1(CC1)OC[C@@H]1[C@@](C1)(C1=NOC(N1)=C=O)N1C(=CC2=CC(=CC=C12)[C@@H]1CC(OCC1)(C)C)C(=O)O 1-((1S,2S)-2-(cyclopropyloxymethyl)-1-(5-carbonyl-4,5-dihydro-1,2,4-oxadiazol-3-yl)cyclopropyl)-5-((S)-2,2-dimethyltetrahydro-2H-pyran-4-yl)-1H-indole-2-carboxylic acid